N-((6-(isoxazol-3-ylmethoxy)-1H-indol-2-yl)methyl)azetidine-1-carboxamide O1N=C(C=C1)COC1=CC=C2C=C(NC2=C1)CNC(=O)N1CCC1